2-chloro-1-formyl-3-(hydroxymethylene)cyclopentene ClC1=C(CCC1=CO)C=O